CN1C=[N+](C(=C1)C)CCCCCCCC 1,4-dimethyl-3-octylimidazolium